BrC1=CC(=CN(C1=O)C)C(=O)NNC(=O)NC=1C(=C2C=NN(C2=CC1)C1OCCCC1)Cl 1-[(5-bromo-1-methyl-6-oxo-pyridine-3-carbonyl)amino]-3-(4-chloro-1-tetrahydropyran-2-yl-indazol-5-yl)urea